C(CCCCCCCCC\C=C/CC)=O (Z)-11-tetradecenal